C(=CC)N1CCC(CC1)C=1C(N(C=CN1)C1=NC=C(C=N1)C(F)(F)F)=O 3-(1-propenylpiperidin-4-yl)-1-(5-(trifluoromethyl)pyrimidin-2-yl)pyrazin-2(1H)-one